(1s,2r,5r)-2-(4-bromophenyl)-8-oxa-3-azabicyclo[3.2.1]octane BrC1=CC=C(C=C1)[C@@H]1[C@@H]2CC[C@H](CN1)O2